[NH4+].N1(CCCC1)NC(=S)[S-] Pyrrolidinedithiocarbamic acid ammonium salt